[N+](=O)([O-])C1=C(C=O)C=CC(=C1)[N+](=O)[O-] 2,4-dinitroBenzaldehyde